C12OCC(C1)(C2)C2=C(C(=CC(=C2)N2CC1=CC=C(C=C1CC2)F)C)NC(CC(C)(C)C)=O N-(2-(2-oxabicyclo[2.1.1]hexane-4-yl)-4-(6-fluoro-3,4-dihydroisoquinolin-2(1H)-yl)-6-methylphenyl)-3,3-dimethylbutyramide